FC(C)(F)C1=CC=C(C=N1)CC(=O)N[C@H](C)C=1C=C2C(=CN1)N(N=C2)CC(F)(F)F (R)-2-(6-(1,1-difluoroethyl)pyridin-3-yl)-N-(1-(1-(2,2,2-trifluoroethyl)-1H-pyrazolo[3,4-c]pyridin-5-yl)ethyl)acetamide